C1(=CC=CC=C1)CCC(Cl)C(=O)C(CCC1=CC=CC=C1)Cl 2-phenylethylchloromethyl ketone